O=C1N(CCC1)C1=CC2=C(NC(N2)=O)C=C1 5-(2-oxopyrrolidin-1-yl)-1,3-dihydro-2H-benzo[d]imidazol-2-one